Tert-butyl ((S)-1-cyano-2-((S)-2-oxopyrrolidin-3-yl)ethyl)carbamate C(#N)[C@H](C[C@H]1C(NCC1)=O)NC(OC(C)(C)C)=O